tri(2-aminoethyl) phosphate P(=O)(OCCN)(OCCN)OCCN